C(CSSSCC(=O)O)(=O)O 2,2'-trithiodiacetic acid